4-(trifluoromethyl)-[1,4'-bipiperidine] FC(C1CCN(CC1)C1CCNCC1)(F)F